C1=CC=C(C(=C1)C[C@H](C(=O)O)N)F The molecule is a 2-fluorophenylalanine that has D-configuration. It is a 2-fluorophenylalanine and a D-phenylalanine derivative. It is an enantiomer of a 2-fluoro-L-phenylalanine.